CC(=CC=1C=C(C=C(C1)O)O)CCC=C(C)C 5-(2,6-dimethylhept-1,5-dienyl)benzene-1,3-diol